ClC1=NC=C(C(=C1)C1=C(C=NC(=C1)C)C(=O)NC=1SC2=C(N1)CN(C2)C(=O)C2CC1(C2)CC(C1)C)OC 2'-chloro-5'-methoxy-6-methyl-N-(5-(6-methylspiro[3.3]heptane-2-carbonyl)-5,6-dihydro-4H-pyrrolo[3,4-d]thiazol-2-yl)-[4,4'-bipyridine]-3-carboxamide